[C@H]12N(C[C@H](NC1)CC2)C2=CC1=C(C=N2)C[C@H](CO1)NC(=O)C1=C(C=2C(=NC(=CC2)C)S1)N N-((R)-7-((1R,4R)-2,5-diazabicyclo[2.2.2]octan-2-yl)-3,4-dihydro-2H-pyrano[3,2-c]pyridin-3-yl)-3-amino-6-methylthieno[2,3-b]pyridine-2-carboxamide